1-(5-methyl-1-((2-(trimethylsilyl)ethoxy)methyl)-1H-pyrazol-3-yl)ethan-1-one CC1=CC(=NN1COCC[Si](C)(C)C)C(C)=O